ON=C(N)C=1C(=C(C(=O)O)C=CC1S(=O)(=O)C)C 3-(N'-Hydroxycarbamimidoyl)-2-methyl-4-methylsulfonylbenzoic acid